5-chloro-2-(piperidin-1-yl)pyrimidine ClC=1C=NC(=NC1)N1CCCCC1